p-aminoethylstyrene NCCC1=CC=C(C=C)C=C1